C[Si](O[Si](O[Si](C)(C)C)(O[Si](C)(C)C)CCCNC(CCCCC[N+](CCCCCS(=O)(=O)[O-])(C)C)=O)(C)C 5-((6-((3-(1,1,1,5,5,5-hexamethyl-3-((trimethylsilyl)oxy)trisiloxan-3-yl)propyl)amino)-6-oxohexyl)dimethylammonio)pentane-1-sulfonate